O.S1C2=C(C=C1)C(=CC=C2)N2CCN(CC2)CCCCOC2=CC=C1C=CC(NC1=C2)=O 7-[4-(4-benzo[b]thiophen-4-yl-piperazin-1-yl)butoxy]-1H-quinolin-2-one hydrate